NC1=C(C=CC(=C1)CCC1=CC=C(C=C1)C(F)(F)F)NC(CCCCCC(CF)F)=O N-(2-Amino-4-(4-(trifluoromethyl)phenethyl)phenyl)-7,8-difluorooctanamid